4,6-dihydroxy-5-fluoropyrimidine OC1=NC=NC(=C1F)O